(rac)-1-methyl-2-oxo-4-[4-{4-[(propan-2-yl)oxy]phenyl}azepan-1-yl]-1,2-dihydroquinoline-3-carbonitrile CN1C(C(=C(C2=CC=CC=C12)N1CC[C@@H](CCC1)C1=CC=C(C=C1)OC(C)C)C#N)=O |r|